biphenyl-phosphonite C=1(C(=CC=CC1)P([O-])[O-])C1=CC=CC=C1